C1=CC=C(C=2SC3=C(C21)C=CC=C3)N3C2=CC=CC=C2C2=C3C=CC=3N(C=1C=CC=CC1C23)C=2C=C(C=CC2)C2=CC=C(C=C2)C2=CC=CC=C2 5-(dibenzothiophen-4-yl)-8-(4'-phenyl-1,1'-biphenyl-3-yl)-5H,8H-indolo[2,3-c]carbazole